ClC1=CC2=C(N=C(N(C2=O)C)C)C(=N1)C1=CCC(CC1)(C)C 6-chloro-8-(4,4-dimethylcyclohexen-1-yl)-2,3-dimethyl-pyrido[3,4-d]pyrimidin-4-one